methyl 5-acetoxy-4-bromo-1H-indazole-7-carboxylate C(C)(=O)OC=1C(=C2C=NNC2=C(C1)C(=O)OC)Br